tert-Butyl[8-chloro-1-[1-(pyridin-2-yl)piperidin-4-yl]-5,6-dihydro-4H-[1,2,4]triazolo[4,3-a][1]benzazepin-5-yl]carbamat C(C)(C)(C)OC(NC1CC=2N(C3=C(C1)C=C(C=C3)Cl)C(=NN2)C2CCN(CC2)C2=NC=CC=C2)=O